N[C@@H]1C2=CC=CC=C2CC12CCN(CC2)C=2NC(C1=C(N2)NN=C1C(=C)C=1C(=NC=CC1)OCC)=O (S)-6-(1-amino-1,3-dihydro-spiro[inden-2,4'-piperidin]-1'-yl)-3-(1-(2-ethoxypyridin-3-yl)vinyl)-1,5-dihydro-4H-pyrazolo[3,4-d]pyrimidin-4-one